ClC=1C(=NC=CC1C1=NC(=C(C=C1)CNCC1NC(CC1)=O)OC)C=1C(=C(C=CC1)NC(C1=NC=C(C(=C1)CN1CC(CC1)O)OC)=O)C N-(3-(3'-chloro-6-methoxy-5-((((5-oxopyrrolidin-2-yl)methyl)amino)methyl)-[2,4'-bipyridin]-2'-yl)-2-methylphenyl)-4-((3-hydroxypyrrolidin-1-yl)methyl)-5-methoxypicolinamide